NC=1C2=C(N(C(N1)=O)C1=CC(=CC=C1)F)N=C(C=C2)C2CC2 4-amino-7-cyclopropyl-1-(3-fluorophenyl)pyrido[2,3-d]pyrimidin-2(1H)-one